1-(2-(((1H-pyrrolo[2,3-b]pyridin-3-yl)methyl)amino)-1H-benzo[d]imidazol-1-yl)butan-1-one N1C=C(C=2C1=NC=CC2)CNC2=NC1=C(N2C(CCC)=O)C=CC=C1